NC=1OC[C@@H](N1)CCC1=CC=C(C=C1)NC(=O)C1=NC=C(C=C1F)F 3,5-difluoro-pyridine-2-carboxylic acid {4-[2-((S)-2-amino-4,5-dihydro-oxazol-4-yl)-ethyl]-phenyl}-amide